N-(piperidin-4-yl)piperazine-1-carboxamide hydrochloride Cl.N1CCC(CC1)NC(=O)N1CCNCC1